Br.Cl.Cl di-hydrochloride, hydrobromide